(S)-2-amino-3-(3-chloro-4-(3-(4-(8-chloro-5,6-dihydro-11H-benzo[5,6]cyclohepta[1,2-b]pyridin-11-ylidene)piperidin-1-yl)propoxy)phenyl)propionic acid trihydrochloride Cl.Cl.Cl.N[C@H](C(=O)O)CC1=CC(=C(C=C1)OCCCN1CCC(CC1)=C1C2=C(CCC=3C1=NC=CC3)C=C(C=C2)Cl)Cl